ClC=1N=C(C2=C(N1)C=C(S2)C=O)N2CCOCC2 2-chloro-4-morpholinothieno[3,2-d]pyrimidine-6-carbaldehyde